8-[(1R)-1-[(2-Isoxazol-4-yl-3-pyridyl)amino]-ethyl]-3,6-dimethyl-2-(3-pyridyl)chromen-4-one O1N=CC(=C1)C1=NC=CC=C1N[C@H](C)C=1C=C(C=C2C(C(=C(OC12)C=1C=NC=CC1)C)=O)C